METHALLYLGLYCINE C(C(C)=C)NCC(=O)O